S1C(=CC=C1)C(CC(=O)[O-])C 3-(2-thiophenyl)-butyrate